C(C(=C)C)(=O)OCC12C3(CCC(C2CCC1)C3)COC(C(=C)C)=O Bis(methacryloyl-oxymethyl)tricyclo-[5.2.1.02,6]decan